1-cyclopentyl-N-[(4-methylphenyl)methyl]-5-oxopyrrolidine-3-carboxamide C1(CCCC1)N1CC(CC1=O)C(=O)NCC1=CC=C(C=C1)C